L-2,5,8,11-tetramethyl-6-dodecene-5,8-diol CC(C)CCC(C=CC(CCC(C)C)(O)C)(O)C